2,2'-azo-bis-(2-methylbutanenitrile) N(=NC(C#N)(CC)C)C(C#N)(CC)C